2-[1-(Cyclopropylmethyl)-7-methoxy-indol-2-yl]-1-methyl-7,8-dihydro-6H-imidazo[4,5-g]isoquinolin-5-one C1(CC1)CN1C(=CC2=CC=CC(=C12)OC)C1=NC=2C(=CC=3CCNC(C3C2)=O)N1C